1-(3-((7-(piperidin-1-yl)heptyl)amino)phenyl)dihydropyrimidine-2,4(1H,3H)-dione N1(CCCCC1)CCCCCCCNC=1C=C(C=CC1)N1C(NC(CC1)=O)=O